ClC1=NC=C(C(=N1)NC1=CC(=C(C(=C1)OC)Cl)OC)C 2-Chloro-N4-(4-chloro-3,5-dimethoxyphenyl)-5-methylpyrimidin-4-amine